CN1CC(C1)(C)[C@@](C=1C=C(C=NC1)C#C[C@](C)(O)C1=NN(C=C1)C)(C1=CC=C(C=C1)C(C)C)O (S)-4-{5-[(R)-(1,3-Dimethyl-azetidin-3-yl)-hydroxy-(4-isopropyl-phenyl)-methyl]-pyridin-3-yl}-2-(1-methyl-1H-pyrazol-3-yl)-but-3-yn-2-ol